(R)-6-(2-(trifluoromethyl)morpholino)quinoline-4-carboxylic acid ethyl ester C(C)OC(=O)C1=CC=NC2=CC=C(C=C12)N1C[C@@H](OCC1)C(F)(F)F